CC=1N=C(SC1C1=NC(=CC(=C1)S(=O)(=O)C1=CC=CC=C1)N1CCOCC1)N 4-methyl-5-(6-morpholino-4-(phenylsulfonyl)pyridin-2-yl)thiazol-2-amine